O1C=CC2=C1C=CC(=C2)C(=O)N2CCNCC2 1-(1-Benzofuran-5-carbonyl)piperazine